NC1=NC=2C=NC(=CC2C2=C1COC2)C(=O)N2[C@@H](CC(CC2)(F)F)C2=CC=C(C=C2)C(F)(F)F (4-amino-1,3-dihydrofuro[3,4-c][1,7]naphthyridin-8-yl)-[(2S)-4,4-difluoro-2-[4-(trifluoromethyl)phenyl]-1-piperidyl]methanone